O=C1NC(CCC1N1C(C2=CC=C(C=C2C1)C1=CC(=C2C(=N1)N(C=C2)C)CN2CCC(CC2)C(=O)N(C)C)=O)=O 1-((6-(2-(2,6-dioxopiperidin-3-yl)-1-oxoisoindolin-5-yl)-1-methyl-1H-pyrrolo[2,3-b]pyridin-4-yl)methyl)-N,N-dimethylpiperidine-4-carboxamide